CCCCCCCC/C=C/C=C/OC(=O)C dodecadienyl acetate